N1CC(CC1)C=1C=NC=CC1 3-(pyrrolidin-3-yl)pyridine